[Si](C1=CC=CC=C1)(C1=CC=CC=C1)(C(C)(C)C)OCCC(C1=CC=CC=C1)C1=NNC(=C1)C(=O)OCC ethyl 3-[3-[tert-butyl (diphenyl) silyl] oxy-1-phenyl-propyl]-1H-pyrazole-5-carboxylate